N-(2-bromo-6-chlorophenyl)-2-{4-[(S)-1-methyl-3-pyrrolidinyl]-3-toluidino}-4-methoxy-5-pyrimidinecarboxamide BrC1=C(C(=CC=C1)Cl)NC(=O)C=1C(=NC(=NC1)NC=1C=C(C=CC1[C@H]1CN(CC1)C)C)OC